N1=CC=C(C=C1)CCNC(CC)=O N-(2-(pyridin-4-yl)ethyl)propanamide